2-((trans)-4-(4-((5-(4,5,6,7-tetrahydropyrazolo[1,5-a]pyridin-3-yl)imidazo[1,2-a]pyrazin-8-yl)amino)-1H-pyrazol-1-yl)cyclohexyl)ethan-1-ol N1=CC(=C2N1CCCC2)C2=CN=C(C=1N2C=CN1)NC=1C=NN(C1)[C@@H]1CC[C@H](CC1)CCO